perfluoro-n-undecyl-carboxylic acid FC(C(C(C(C(C(C(C(C(C(C(F)(F)F)(F)F)(F)F)(F)F)(F)F)(F)F)(F)F)(F)F)(F)F)(F)F)(C(=O)O)F